N-[[4-(3-fluorophenyl)-1,2,4-triazol-3-yl]methyl]-2-(4-fluoropyridin-2-yl)-N-methyl-5H,6H,7H-cyclopenta[d]pyrimidin-4-amine FC=1C=C(C=CC1)N1C(=NN=C1)CN(C=1C2=C(N=C(N1)C1=NC=CC(=C1)F)CCC2)C